(E)-1-(4-((4-([1,2,4]triazolo[1,5-a]pyridin-6-yloxy)-3-methylphenyl)amino)-5,8-dihydropyrido[4',3':4,5]thieno[2,3-d]pyrimidin-7(6H)-yl)-4-bromobut-2-en-1-one N=1C=NN2C1C=CC(=C2)OC2=C(C=C(C=C2)NC=2C1=C(N=CN2)SC2=C1CCN(C2)C(\C=C\CBr)=O)C